(3R)-3-benzylpiperazine-1-carboxylic acid tert-butyl ester C(C)(C)(C)OC(=O)N1C[C@H](NCC1)CC1=CC=CC=C1